methyl (1R,5R)-2-[(4-methoxyphenyl)methylamino]-6,6-dimethyl-bicyclo[3.1.1]hept-2-ene-3-carboxylate COC1=CC=C(C=C1)CNC=1[C@H]2C([C@@H](CC1C(=O)OC)C2)(C)C